C1NCC12CCC(CC2)C=2C=NN1C2C=C(C=C1)C=1C=NC=NC1 5-(3-(2-azaspiro[3.5]nonane-7-yl)pyrazolo[1,5-a]pyridin-5-yl)pyrimidine